tert-butyl trans-3-(benzoylthio)-4-hydroxypyrrolidine-1-carboxylate C(C1=CC=CC=C1)(=O)S[C@@H]1CN(C[C@H]1O)C(=O)OC(C)(C)C